2-(2-ethoxy-3-pyridinyl)-7-[[(2R)-pyrrolidin-2-yl]methyl]-1'-[3-(trifluoromethyl)pyrazin-2-yl]spiro[6,8-dihydro-1,7-naphthyridine-5,4'-piperidine] C(C)OC1=NC=CC=C1C1=NC=2CN(CC3(CCN(CC3)C3=NC=CN=C3C(F)(F)F)C2C=C1)C[C@@H]1NCCC1